2-cyclopentyl-N3-(oxetan-3-yl)-6-pyrimidin-5-ylpyridine-2,3-diamine C1(CCCC1)C1(NC(=CC=C1NC1COC1)C=1C=NC=NC1)N